ClC=1N=C2C(=NC1NS(=O)(=O)C1=CC=C(C=C1)CF)N(C(=N2)C2=NC(=CC=C2)OCC)C2=C(C=CC=C2OC)OC N-(5-Chloro-1-(2,6-dimethoxyphenyl)-2-(6-ethoxypyridin-2-yl)-1H-imidazo[4,5-b]pyrazin-6-yl)-4-(fluoromethyl)benzene-sulfonamide